tert-Butyl 3-amino-5-(1,5-dimethyl-1H-pyrazol-4-yl)-1H-pyrazolo[3,4-c]pyridine-1-carboxylate NC1=NN(C2=CN=C(C=C21)C=2C=NN(C2C)C)C(=O)OC(C)(C)C